COC(N(CC)CC)CC1=CNC2=CC=CC=C12 methoxy-N,N-diethyltryptamine